C(CCCCCCCCCCCCC)[N+](CCCS(=O)(=O)O)(C)C N-tetradecyl-N,N-dimethyl-3-ammonio-1-propanesulfonic acid